5-methyl-dicyclohexyl-amino-3-methyl-4-methyl-amino-cyclohexane CC1(C(C(CC(C1)(N)N)(C)C1CCCCC1)C)C1CCCCC1